4-amino-N,3-dimethyl-N-(2-(1-methyl-1H-pyrazol-4-yl)-6,7-dihydro-4H-thieno[3,2-c]pyran-7-yl)-1,3-dihydrofuro[3,4-c]quinoline-8-carboxamide NC1=NC=2C=CC(=CC2C2=C1C(OC2)C)C(=O)N(C2C1=C(COC2)C=C(S1)C=1C=NN(C1)C)C